8-(3-Fluorobenzyl)-2-(3-methylbenzyl)-6-phenylimidazo[1,2-a]pyrazin-3-yl-acetat FC=1C=C(CC=2C=3N(C=C(N2)C2=CC=CC=C2)C(=C(N3)CC3=CC(=CC=C3)C)CC(=O)[O-])C=CC1